[Na+].C1(CCCCC1)CCC/C=C/C(=O)[O-] (E)-6-Cyclohexylhex-2-enoic acid sodium salt